1-tetrahydropyran-2-yl-4-vinyl-pyrazole O1C(CCCC1)N1N=CC(=C1)C=C